CC1(CC2=NC(=C(C(=C2CO1)C=1C(=C(C=C2C=NN(C12)C)C)C)C#N)N1CC2(CN(C2)C(C=C)=O)CC1)C 7,7-dimethyl-2-(2-(2-propenoyl)-2,6-diazaspiro[3.4]octan-6-yl)-4-(1,5,6-trimethyl-1H-indazol-7-yl)-7,8-dihydro-5H-pyrano[4,3-b]pyridine-3-carbonitrile